[Cl-].C(C1=CC=CC=C1)[NH2+]CCCCCCCCCCCCCCCCCC benzylN-octadecylammonium chloride